C(C)C(COC(C(O)C)=O)CCCC.FC1=C(C=CC(=C1)F)C1=NC(=NC2=NC(=C(N=C12)C)C)[C@@H]1C[C@H](OCC1)C1=CC(=NC=C1)C 4-(2,4-difluorophenyl)-6,7-dimethyl-2-((2s,4s)-2-(2-methyl-4-pyridinyl)tetrahydro-2H-pyran-4-yl)pteridine 2-ethylhexyl-lactate